CN1CCC(CC1)NC(C1=CC(=CC=C1)B1OC(C(O1)(C)C)(C)C)=O N-(1-methylpiperidin-4-yl)-3-(4,4,5,5-tetramethyl-1,3,2-dioxaborolan-2-yl)benzamide